pentamethylcyclopentadienyliridium bis(hexafluoroantimonate) F[Sb-](F)(F)(F)(F)F.F[Sb-](F)(F)(F)(F)F.CC1=C(C(=C(C1([Ir+2])C)C)C)C